CC=1C=C(C=C(C1)C)N1C(=NC2=CC(=C(C=C2C1=O)/C=C/C(=O)O)F)C(C)F (E)-3-(3-(3,5-dimethylphenyl)-7-fluoro-2-(1-fluoroethyl)-4-oxo-3,4-dihydroquinazolin-6-yl)acrylic acid